C(C)OP(OCC)(=O)CC1=CC=C(C=C1)CBr (4-(bromomethyl)benzyl)phosphonic acid diethyl ester